BrC=1C=C(C2=C(C=C(O2)COC2=C(C=CC=C2)CC(=O)OCC)C1)Br ethyl 2-(2-((5,7-dibromobenzofuran-2-yl)methoxy)phenyl)acetate